4-(5-(4-(methylsulfonyl)piperazin-1-yl)-6-oxo-3-(3-oxopropyl)pyridazin-1(6H)-yl)benzonitrile CS(=O)(=O)N1CCN(CC1)C1=CC(=NN(C1=O)C1=CC=C(C#N)C=C1)CCC=O